COC(=O)C1(CC1)C(NC=1SC=CC1)=O 1-(Thien-2-ylcarbamoyl)cyclopropane-1-carboxylic acid methyl ester